CC=1OC=CN(C1)CC1=CC(=C2CNC(C2=C1)=O)C(F)(F)F 6-{[(2R)-2-methyl-1,4-oxazin-4-yl]methyl}-4-(trifluoromethyl)-2,3-dihydro-1H-isoindol-1-one